ClC=1C=C(C(=NC1)NC1=CC=C(C=C1)C(F)(F)F)C#N 5-chloro-2-[4-(trifluoromethyl)anilino]pyridine-3-carbonitrile